Methyl 4-cyclobutyl-5-(5-ethyl-4H-1,2,4-triazol-3-yl)-2-methylbenzoate C1(CCC1)C1=CC(=C(C(=O)OC)C=C1C1=NN=C(N1)CC)C